iron-chromium aluminium [Al].[Cr].[Fe]